Diethyl-(amino)germanium hydride C(C)[GeH](N)CC